NC=1C(=NC(=CN1)C1=CC(=C2CCN(CC2=C1)C)C)N1N=CC(=C1)C(=O)N(CCNC)C 1-(3-amino-6-(2,5-dimethyl-1,2,3,4-tetrahydroisoquinolin-7-yl)pyrazin-2-yl)-N-methyl-N-(2-(methylamino)ethyl)-1H-pyrazole-4-carboxamide